BrC1=CC=C(C(=C1C(=O)NC=1C=NC=NC1)F)C(F)(F)F 6-Bromo-2-fluoro-N-(pyrimidin-5-yl)-3-(trifluoromethyl)benzamide